ClC=1C=CC=2N=CN=C(C2N1)NC1=CC(=C(C=C1)OC1=CC2=C(N(C=N2)C)C=C1)F 6-chloro-N-{3-fluoro-4-[(1-methyl-1,3-benzodiazol-5-yl)oxy]phenyl}pyrido[3,2-d]pyrimidin-4-amine